FC1=C(C=CC=2N=CSC21)C(C)O 1-(7-fluorobenzo[d]thiazol-6-yl)ethan-1-ol